N1=CC=C2C1=C(N=NC2)S(=O)(=O)N pyrrolo[2,3-d]pyridazine-7(4H)-sulfonamide